ClC=1C=C2[C@H](OC(C2=CC1)=O)C (R)-5-chloro-3-methyl-isobenzofuran-1(3H)-one